[Se+2].[Te-2].[Zn+2].[Te-2] zinc telluride selenium